4-(4-(3,5-difluorophenoxy)-1H-pyrrolo[2,3-b]pyridin-3-yl)pyrimidin-2-amine FC=1C=C(OC2=C3C(=NC=C2)NC=C3C3=NC(=NC=C3)N)C=C(C1)F